2-((2-Oxa-7-azaspiro[3.5]nonan-7-yl)methyl)-7-chloro-5-(2-methylpyridin-3-yl)imidazo[1,2-a]Quinoxaline-4(5H)-on C1OCC12CCN(CC2)CC=2N=C1N(C3=CC=C(C=C3N(C1=O)C=1C(=NC=CC1)C)Cl)C2